FC=1C=C(C=NC1)C1=CC=C(C(C=C1)=O)O 5-(5-fluoropyridin-3-yl)-2-hydroxycyclohepta-2,4,6-trien-1-one